OC1CCN(CC1)C=1C=CC(=NC1)NC=1C=CC(=C2CNC(C12)=O)C1=CN=C2N1C=CC=C2C(F)(F)F 7-[[5-(4-hydroxy-1-piperidyl)-2-pyridyl]amino]-4-[8-(trifluorometh-yl)imidazo[1,2-a]pyridin-3-yl]isoindolin-1-one